5-[(3S)-3-amino-1-piperidinyl]pyridine-2-carbonitrile N[C@@H]1CN(CCC1)C=1C=CC(=NC1)C#N